FC1=C(C(=CC=C1)OC)N1N=C2N=CN=C(C2=C1)N1[C@H](CN(CC1)C(=O)OC(C)(C)C)C Tert-butyl (S)-4-(2-(2-fluoro-6-methoxyphenyl)-2H-pyrazolo[3,4-d]pyrimidin-4-yl)-3-methylpiperazine-1-carboxylate